C(#N)/C(/C(=O)NC1=CC(=NC=C1)OC)=C\C=1SC=C(C1)C1=CC=CC2=CC=CC=C12 (E)-2-cyano-N-(2-methoxypyridin-4-yl)-3-(4-(naphthalen-1-yl)thiophen-2-yl)acrylamide